C(CCC)C1CCC(CC1)C1CCC(=O)OCC1 4-(4-butylcyclohexyl)-ε-caprolactone